CC(COC(CCC1=CC(=C(C(=C1)C)O)C(C)(C)C)=O)(C)C1OCC2(CO1)COC(OC2)C(COC(CCC2=CC(=C(C(=C2)C)O)C(C)(C)C)=O)(C)C 3,9-bis[1,1-dimethyl-2-[β-(3-tert-butyl-4-hydroxy-5-methylphenyl)propionyloxy]ethyl]-2,4,8,10-tetraoxaspiro[5.5]undecane